OC1=C(C=C(C=C1)NC(C1=CN=C(C=C1)OCCC1=CC=C(C=C1)SC(F)(F)F)=O)S(=O)(=O)C N-(4-hydroxy-3-(methylsulfonyl)phenyl)-6-(4-((trifluoromethyl)thio)phenylethoxy)nicotinamide